(1-(2-(5-bromo-1H-indol-3-yl)ethyl)-7-ethoxy-6-methoxy-3,4-dihydroisoquinolin-2(1H)-yl)(morpholino)methanone BrC=1C=C2C(=CNC2=CC1)CCC1N(CCC2=CC(=C(C=C12)OCC)OC)C(=O)N1CCOCC1